(R)-3-((4-(methoxymethyl)phenyl)amino)butanoic acid COCC1=CC=C(C=C1)N[C@@H](CC(=O)O)C